ClC=1C=CC(=C(CNC[C@H]2CNCC2)C1)OCC (R)-N-(5-chloro-2-ethoxybenzyl)-1-(pyrrolidin-3-yl)methanamine